N-(methyldimethoxysilylmethyl)urea C[Si](OC)(OC)CNC(=O)N